2-((4-((6-((4-cyano-2-fluorophenoxy)methyl)pyridine-2-yl)oxy)piperidin-1-yl)methyl)-1-methyl-1H-benzo[d]imidazole-6-carboxylic acid methyl ester COC(=O)C=1C=CC2=C(N(C(=N2)CN2CCC(CC2)OC2=NC(=CC=C2)COC2=C(C=C(C=C2)C#N)F)C)C1